C(#N)C(C)(C)C1=CC=C(C=C1)NC(=O)C1=CN(N=C(C1=O)C1=C(C=CC=C1)OCC(F)F)C1CC1 N-[4-(2-cyanopropan-2-yl)phenyl]-2-cyclopropyl-6-[2-(2,2-difluoroethoxy)phenyl]-5-oxo-2,5-dihydropyridazine-4-carboxamide